COCCOCC=1C(=NC=NC1)N1CCNCC1 5-[(2-methoxyethoxy)methyl]-4-(piperazin-1-yl)pyrimidine